tert-butyl 7-{2-[(1,3-dihydro-2-benzofuran-5-yl)amino]-5H,6H,7H,8H-pyrido[3,4-d]pyrimidin-7-yl}-8-methyl-1H,2H,3H-pyrido[2,3-b][1,4]oxazine-1-carboxylate C1OCC2=C1C=CC(=C2)NC=2N=CC1=C(N2)CN(CC1)C1=C(C2=C(OCCN2C(=O)OC(C)(C)C)N=C1)C